Benzyl 2-amino-3,3-dimethyl-5-morpholinopentanoate NC(C(=O)OCC1=CC=CC=C1)C(CCN1CCOCC1)(C)C